(E)-3-(3-(2,6-dimethylphenyl)-7-fluoro-2-methyl-4-oxo-1,2,3,4-tetrahydroquinazolin-6-yl)-N-hydroxyacrylamide CC1=C(C(=CC=C1)C)N1C(NC2=CC(=C(C=C2C1=O)/C=C/C(=O)NO)F)C